COC1=CC=C(CN(S(=O)(=O)C[C@@H](CC=C)C)CC2=CC=C(C=C2)OC)C=C1 (2R)-N,N-BIS(4-METHOXYBENZYL)-2-METHYL-4-PENTENE-1-SULFONAMIDE